3-fluoro-methyl-propanoic acid FCC(C(=O)O)C